C(=O)(OCC1C2=CC=CC=C2C2=CC=CC=C12)N([C@@H](C)C(=O)O)C1=CC=C(C=C1)C#N fmoc-(4-cyanophenyl)alanine